NCC1=NNC(C2=CC=C(C=C12)C=1C=NC=C(C1)CCC)=O 4-(aminomethyl)-6-(5-propylpyridin-3-yl)phthalazin-1(2H)-one